methyl 2-(2-fluoro-4-sulfamoylphenyl)-2-methylpropanoate FC1=C(C=CC(=C1)S(N)(=O)=O)C(C(=O)OC)(C)C